C[C@@H]1OCC2([C@@H]1N)CCN(CC2)C=2N=NC(=CN2)SC2=C1C(=NC=C2)N(C=C1)C (3S,4S)-3-methyl-8-(6-((1-methyl-1H-pyrrolo[2,3-b]pyridin-4-yl)thio)-1,2,4-triazin-3-yl)-2-oxa-8-azaspiro[4.5]decan-4-amine